4-(7-methoxyquinoline-4-yl)-2-methylphenol succinate C(CCC(=O)O)(=O)O.COC1=CC=C2C(=CC=NC2=C1)C1=CC(=C(C=C1)O)C